1-((4-Bromo-5-(difluoromethyl)-1H-pyrazol-3-yl)methyl)-3-(3-(difluoromethyl)-4-fluorophenyl)-1-(2-methoxypyrimidin-5-yl)urea BrC=1C(=NNC1C(F)F)CN(C(=O)NC1=CC(=C(C=C1)F)C(F)F)C=1C=NC(=NC1)OC